CNC(=O)N1CCOC2=C(C1)C=C(C=C2)C=2C1=CN(N=C1C=CC2)C N-methyl-7-(2-methylindazol-4-yl)-3,5-dihydro-2H-1,4-benzoxazepine-4-carboxamide